4-amino-N-cyclopropyl-7-fluoro-N-((5-(3-hydroxy-3-methylbut-1-yn-1-yl)pyridin-2-yl)methyl)-1,3-dihydrofuro[3,4-c]quinoline-8-carboxamide NC1=NC=2C=C(C(=CC2C2=C1COC2)C(=O)N(CC2=NC=C(C=C2)C#CC(C)(C)O)C2CC2)F